2-(1H-imidazol-4-yl)but-3-yn-2-ol N1C=NC(=C1)C(C)(C#C)O